benzyl (S)-6-(4-(methoxycarbonyl) phenyl)-4-(thiophen-3-yl)-3,6-dihydropyridine-1(2H)-carboxylate COC(=O)C1=CC=C(C=C1)[C@@H]1C=C(CCN1C(=O)OCC1=CC=CC=C1)C1=CSC=C1